C(=O)C=1C(=NC(=NC1)SC)NC1CC2(CN(C2)C(=O)OC(C)(C)C)C1 Tert-butyl 6-((5-formyl-2-(methylthio) pyrimidin-4-yl) amino)-2-azaspiro[3.3]heptane-2-carboxylate